4-(Biphenyl-4-yl)-6-chloro-2-phenylpyrimidine C1(=CC=C(C=C1)C1=NC(=NC(=C1)Cl)C1=CC=CC=C1)C1=CC=CC=C1